NCCC[Si](OCC)(OCC)C gamma-aminopropyl-methyl-diethoxysilane